3-fluoro-4-hydroxy-5-(hydroxymethyl)-3-methyltetrahydrofuran-2-one FC1(C(OC(C1O)CO)=O)C